2-(4-(5-Chloro-2-(1H-tetrazol-1-yl)phenyl)-5-methoxy-2-oxopyridin-1(2H)-yl)-N-(4-(Dimethylphosphoryl)phenyl)-3-phenylpropanamide ClC=1C=CC(=C(C1)C1=CC(N(C=C1OC)C(C(=O)NC1=CC=C(C=C1)P(=O)(C)C)CC1=CC=CC=C1)=O)N1N=NN=C1